OC1=CC2=C(CN3C(=CN2COCC[Si](C)(C)C)CC2(C3)CC2)C=C1OC (11a'S)-8'-Hydroxy-7'-methoxy-10'-{[2-(trimethylsilyl)ethoxy]methyl}-1'H-spiro[cyclopropane-1,2'-pyrrolo[2,1-c][1,4]benzodiazepine]